4-[3-[[2-(difluoromethoxy)phenyl]methoxy]-5-methylsulfonylphenyl]-6-methylfuro[2,3-c]pyridin-7-one FC(OC1=C(C=CC=C1)COC=1C=C(C=C(C1)S(=O)(=O)C)C=1C2=C(C(N(C1)C)=O)OC=C2)F